9-bromo-5,7,12-tris-(tert-butoxycarbonyl)-7,12-dihydro-indolo[3,2-d][1]benzazepin-6(5H)-one BrC=1C=C2C(=CC1)N(C1=C2C(C(N(C2=C1C=CC=C2)C(=O)OC(C)(C)C)=O)C(=O)OC(C)(C)C)C(=O)OC(C)(C)C